2,2-dimethylcyclopropane CC1(CC1)C